ClC=1C=C(C=CC1)C1(CC1)NC(N)=S 3-[1-(3-chlorophenyl)cyclopropyl]thiourea